NC1=NC=CC(=C1Cl)SC=1C=2N(C(=NC1C)N1CCC3(CC1)[C@@H](C1=CC=CC=C1C3)N[S@](=O)C(C)(C)C)C=CN2 (R)-N-((S)-1'-(8-((2-amino-3-chloropyridin-4-yl)thio)-7-methylimidazo[1,2-c]pyrimidin-5-yl)-1,3-dihydrospiro[inden-2,4'-piperidin]-1-yl)-2-methylpropan-2-sulfinamide